7-(6-(((1S,2S,3R,5R)-2-fluoro-9-azabicyclo[3.3.1]non-3-yl)oxy)pyridazin-3-yl)isoquinolin-6-ol F[C@H]1[C@@H]2CCC[C@H](C[C@H]1OC1=CC=C(N=N1)C1=C(C=C3C=CN=CC3=C1)O)N2